NCC1=NC=CC(=C1F)C1=CC(=CC=2C=COC21)COC2=C(C=CC=C2)CC(=O)OCC ethyl 2-(2-((7-(2-(aminomethyl)-3-fluoropyridin-4-yl)benzofuran-5-yl)methoxy)phenyl)acetate